3,5-difluoro-4-[[5-(2-quinolinyl)tetrazol-1-yl]methyl]benzohydroxamic acid FC=1C=C(C(=O)NO)C=C(C1CN1N=NN=C1C1=NC2=CC=CC=C2C=C1)F